Palladium bis(triisopropylphosphine) chloride [Cl-].C(C)(C)P(C(C)C)C(C)C.C(C)(C)P(C(C)C)C(C)C.[Pd+2].[Cl-]